Tert-Butyl-Tertpentoxysilanediol C(C)(C)(C)[Si](O)(O)OC(C)(C)CC